6-(imidazo[1,2-a]pyridine-3-carbonyl)-N-(3-((4-methylpiperazin-1-yl)methyl)-5-(trifluoromethyl)phenyl)-4,5,6,7-tetrahydrothieno[2,3-c]pyridine-2-carboxamide N=1C=C(N2C1C=CC=C2)C(=O)N2CC1=C(CC2)C=C(S1)C(=O)NC1=CC(=CC(=C1)C(F)(F)F)CN1CCN(CC1)C